ClC1=CC=C(C=C1)NC(C1=C(C=CC(=C1)[N+](=O)[O-])SC1=NN=NN1C1=CC=CC=C1)=O N-(4-chlorophenyl)-5-nitro-2-[(1-phenyl-1H-tetrazol-5-yl)sulfanyl]benzamide